nickel-iron 2,5-dihydroxybenzenesulfonate OC1=C(C=C(C=C1)O)S(=O)(=O)[O-].[Fe+2].[Ni+2].OC1=C(C=C(C=C1)O)S(=O)(=O)[O-].OC1=C(C=C(C=C1)O)S(=O)(=O)[O-].OC1=C(C=C(C=C1)O)S(=O)(=O)[O-]